acryloyloxybutyl-oxycarbonyl-phthalic acid C(C=C)(=O)OCCCCOC(=O)C1=C(C(C(=O)O)=CC=C1)C(=O)O